ClC=1C(=C(C=CC1F)N(C(OC1=C(C=C(C=C1C(F)(F)F)C(F)(F)F)N1C(NCC1)=O)=O)C([2H])([2H])[2H])F 2-(2-oxoimidazolidin-1-yl)-4,6-bis(trifluoromethyl)phenyl (3-chloro-2,4-difluorophenyl)(methyl-d3)carbamate